4-(6-((3S,4S)-4-amino-3-hydroxypiperidin-1-yl)pyridin-3-yl)-2-(1-methyl-1H-pyrazol-4-yl)-1-p-toluenesulfonyl-1H-pyrrole N[C@@H]1[C@H](CN(CC1)C1=CC=C(C=N1)C=1C=C(N(C1)S(=O)(=O)C1=CC=C(C)C=C1)C=1C=NN(C1)C)O